benzyl (4-(((1-benzylpiperidin-4-yl)imino)methyl)pyrimidin-2-yl)carbamate C(C1=CC=CC=C1)N1CCC(CC1)N=CC1=NC(=NC=C1)NC(OCC1=CC=CC=C1)=O